tert-butyl N-ethyl-N-[1-[6-[4-(1-tetrahydropyran-2-ylpyrazol-4-yl)-1,3-benzothiazol-7-yl]pyridazin-3-yl]-4-piperidyl]carbamate C(C)N(C(OC(C)(C)C)=O)C1CCN(CC1)C=1N=NC(=CC1)C1=CC=C(C=2N=CSC21)C=2C=NN(C2)C2OCCCC2